N-(2-fluorophenyl)-5-(6-methyl-2-pyridyl)-4-[1,2,4]triazolo[1,5-a]pyridin-6-yl-1H-imidazole-2-methylamine FC1=C(C=CC=C1)NCC=1NC(=C(N1)C=1C=CC=2N(C1)N=CN2)C2=NC(=CC=C2)C